C(C(C)=C)C=1SCCC1 2-methallyl-thiolene